perfluorododecane sulfur [S].FC(C(C(C(C(C(C(C(C(C(C(C(F)(F)F)(F)F)(F)F)(F)F)(F)F)(F)F)(F)F)(F)F)(F)F)(F)F)(F)F)(F)F